[Br-].C[N+](=CSC1=NOC(C1)(C)C)C N,N-dimethyl(5,5-dimethyl-4H-isoxazol-3-ylsulfanyl)methaniminium bromide